8,9-Difluoro-6-methoxy-N-methyl-2,4-dihydro-1H-pyrano[3,4-c]isoquinolin-1-amine FC=1C(=CC=2C3=C(N=C(C2C1)OC)COCC3NC)F